FC1=CC=C(C=C2C(N(C(S2)=NN=C2C(NC3=CC=C(C=C23)C)=O)C2=CC(=CC=C2)C(C)C)=O)C=C1 3-(2-(5-(4-fluorobenzylidene)-3-(3-isopropylphenyl)-4-oxothiazolidine-2-ylidene)hydrazono)-5-methylindol-2-one